ClC1=NC2=C(N1)C=CC=C2C(=O)NC2C(NC(CC2)=O)=O 2-chloro-N-(2,6-dioxopiperidin-3-yl)-1H-benzo[d]imidazole-4-carboxamide